cis-3-hydroxy-1-methyl-N-(5-((4-(trifluoromethyl)benzyl)oxy)-1H-indol-3-yl)cyclobutane-1-carboxamide OC1CC(C1)(C(=O)NC1=CNC2=CC=C(C=C12)OCC1=CC=C(C=C1)C(F)(F)F)C